CC1=C(C(=CC=C1Cl)C)NC(=O)N1C(C=2NN=CC2C1)(C)C N-(2,6-dimethylchlorophenyl)-6,6-dimethyl-4,6-dihydropyrrolo[3,4-c]pyrazole-5(1H)-carboxamide